2-hydrazino-6,7-dimethoxyquinoxaline N(N)C1=NC2=CC(=C(C=C2N=C1)OC)OC